8-((2s,5r)-4-(1-(4-(difluoromethoxy)phenyl)ethyl)-2,5-diethylpiperazin-1-yl)-5-methyl-6-oxo-5,6-dihydro-1,5-naphthyridine-2-carbonitrile FC(OC1=CC=C(C=C1)C(C)N1C[C@@H](N(C[C@H]1CC)C1=CC(N(C=2C=CC(=NC12)C#N)C)=O)CC)F